N-(4'-(2-(4-(ethylsulfonyl)phenyl)acetamido)-2'-(trifluoromethyl)-[1,1'-biphenyl]-2-yl)acrylamide benzyl-(4-(5-methyl-1,2,4-oxadiazol-3-yl)benzyl)carbamate C(C1=CC=CC=C1)N(C(O)=O)CC1=CC=C(C=C1)C1=NOC(=N1)C.C(C)S(=O)(=O)C1=CC=C(C=C1)CC(=O)NC1=CC(=C(C=C1)C1=C(C=CC=C1)NC(C=C)=O)C(F)(F)F